OCC1CCC(CC1)N1N=C2C=C(C(=CC2=C1)N1C(C2=CC=CC=C2C=C1)=O)OC 2-[2-[4-(hydroxymethyl)cyclohexyl]-6-methoxy-indazol-5-yl]isoquinolin-1-one